9-ethyl-5,6,6-trimethyl-11-oxo-8-(piperazin-1-yl)-6,11-dihydro-5H-benzo[b]carbazole-3-carbonitrile C(C)C1=CC2=C(C(C=3N(C4=CC(=CC=C4C3C2=O)C#N)C)(C)C)C=C1N1CCNCC1